C(C1=CC=CC=C1)[C@]1(N(CCC1)C(=O)OCC1=CC=C(C=C1)C1(N=N1)C(F)(F)F)C(=O)OC (4-(3-(Trifluoromethyl)-3H-diazirine-3-yl)phenyl)Methanol O1-benzyl-O2-methyl-(2S)-pyrrolidine-1,2-dicarboxylate